C1(=CC=CC=C1)OC(O)=O.COC=1C(C(=O)O)=CC=CC1 (methyl salicylate) phenyl-carbonate